1-((3R,4S)-3-fluoro-4-((6-fluoro-5-(1-(2-fluoroethyl)-2-methyl-1H-benzo[d]imidazol-6-yl)-4-methoxypyrrolo[2,1-f][1,2,4]triazin-2-yl)amino)piperidin-1-yl)-2-hydroxyethan-1-one F[C@@H]1CN(CC[C@@H]1NC1=NN2C(C(=N1)OC)=C(C(=C2)F)C=2C=CC1=C(N(C(=N1)C)CCF)C2)C(CO)=O